N-(4-(2-(1,1-dimethylethylsulfonylamino)butan-2-yl)pyrimidin-2-yl)cyclopropanesulfonamide CC(C)(C)S(=O)(=O)NC(C)(CC)C1=NC(=NC=C1)NS(=O)(=O)C1CC1